2-trimethylsilylethyl N-[2-[2-[2-[4-[[2-[(3R,4R)-3-(tert-butoxycarbonylamino)-4-fluoro-pyrrolidin-1-yl]-9-methyl-purin-6-yl]amino]-3-methoxy-pyrazol-1-yl]ethoxy]ethoxy]ethyl]carbamate C(C)(C)(C)OC(=O)N[C@@H]1CN(C[C@H]1F)C1=NC(=C2N=CN(C2=N1)C)NC=1C(=NN(C1)CCOCCOCCNC(OCC[Si](C)(C)C)=O)OC